C/C/1=C\\CC/C(=C\\C=C(/CC/C(=C/CC1)/C)\\C(C)C)/C The molecule is a diterpene that is cyclotetradeca-1,3,7,11-tetraene which is substituted by methyl groups at positions 1, 7, and 11, and by an isopropyl group at position 4 (the 1Z,3E,7E,11E isomer). It is a constituent of the essential oils from Pinus koraiensis and Pinus sibirica. It has a role as a plant metabolite. It is a monocyclic hydrocarbon, a diterpene and a macrocycle.